2',2'',5',5''-tetramethyl-[1,1':4',1'':4'',1'''-quaterphenyl]-4,4'-dicarboxylic acid CC1=C(C=C(C(C1)(C1=C(C=C(C(=C1)C)C1=CC=CC=C1)C)C(=O)O)C)C1=CC=C(C=C1)C(=O)O